3-(3-chlorophenoxy)-N-{2-fluoro-3-[6-oxo-4-(trifluoromethyl)-1,6-dihydropyrimidin-2-yl]-4-(trifluoromethyl)benzyl}cyclobutane-1-carboxamide ClC=1C=C(OC2CC(C2)C(=O)NCC2=C(C(=C(C=C2)C(F)(F)F)C=2NC(C=C(N2)C(F)(F)F)=O)F)C=CC1